C(C=C)(=O)[O-].B(F)(F)F.[Li+] lithium trifluoroborate acrylate